(1-(3'-fluoro-3-(hydroxymethyl)-[1,1'-biphenyl]-4-yl)-3-(piperidine-1-carbonyl)piperidin-3-yl)carbamic acid tert-butyl ester C(C)(C)(C)OC(NC1(CN(CCC1)C1=C(C=C(C=C1)C1=CC(=CC=C1)F)CO)C(=O)N1CCCCC1)=O